N-({4-amino-1H,3H-furo[3,4-c]quinolin-7-yl}methyl)-2-cyclopropyl-N-(2-methanesulfonyl-4-methylphenyl)pyrimidine-5-carboxamide NC1=NC=2C=C(C=CC2C2=C1COC2)CN(C(=O)C=2C=NC(=NC2)C2CC2)C2=C(C=C(C=C2)C)S(=O)(=O)C